2-(4-chlorobenzoyl)-3-fluoro-5-(1-hydroxy-1-(1-methylpiperidin-4-yl)ethyl)benzoic acid ClC1=CC=C(C(=O)C2=C(C(=O)O)C=C(C=C2F)C(C)(C2CCN(CC2)C)O)C=C1